1-{6-[4-(6-chloro-3-quinolylamino)-2-pyrimidinylamino]-1,4-diaza-1-indanyl}-2-(dimethylamino)-1-ethanone ClC=1C=C2C=C(C=NC2=CC1)NC1=NC(=NC=C1)NC1=CN=C2CCN(C2=C1)C(CN(C)C)=O